vinyl phosphate melamine salt N1=C(N)N=C(N)N=C1N.P(=O)(OC=C)(O)O